CC1=NOC(=C1C=1C=C2C(=NC(=NC2=CC1)N1CCN(CC1)CCN(C)C)N1[C@H](COCC1)C1=CC=CC=C1)C (S)-2-(4-(6-(3,5-dimethylisoxazol-4-yl)-4-(3-phenylmorpholino)quinazolin-2-yl)piperazin-1-yl)-N,N-dimethylethylamine